OC1=C(C(=O)N2CC3=CC=CC(=C3C2)NC(\C=C\COC)=O)C=C(C(=C1)O)C (E)-N-(2-(2,4-Dihydroxy-5-methylbenzoyl)isoindolin-4-yl)-4-methoxybut-2-enamide